nickel-copper silver [Ag].[Cu].[Ni]